CC1=C(C=NC=2OCCN(C21)C(=O)OC(C)(C)C)N2CC=1N=C(N=CC1CC2)NC2=CC=C(C=C2)CC(N2CC(C2)OC(C)C)=O tert-butyl 8-methyl-7-{2-[(4-{2-oxo-2-[3-(propan-2-yloxy)azetidin-1-yl]ethyl}phenyl)amino]-5H,6H,7H,8H-pyrido[3,4-d]pyrimidin-7-yl}-1H,2H,3H-pyrido[2,3-b][1,4]oxazine-1-carboxylate